ClC=1C=C2C(N(C=NC2=CC1N1CCOCC1)CC(C[C@@H]1NCCC[C@H]1O)=O)=O trans-6-chloro-7-morpholinyl-3-[3-(3-hydroxy-2-piperidinyl)-2-oxopropyl]-4(3H)-quinazolinone